O1CCN(CC1)C=1C=C(C=C(C1)S(=O)(=O)[C@H]1COCC1)C=1C=CC(=NC1)N (R)-5-(3-morpholino-5-((tetrahydrofuran-3-yl)sulfonyl)phenyl)pyridin-2-amine